C(CC)N(S(=O)(=O)C1=CC=C(C=C1)I)CCC 4-((dipropylamino)sulfonyl)iodobenzene